C([O-])(O)=O.[Na+] NATRIUM BICARBONAT